5-chloro-2-methyl-N-((1r,4r)-4-((2-oxo-3-(p-tolyl)-2,3-dihydro-1H-imidazo[4,5-b]pyrazin-1-yl)methyl)cyclohexyl)nicotinamide ClC=1C=NC(=C(C(=O)NC2CCC(CC2)CN2C(N(C=3C2=NC=CN3)C3=CC=C(C=C3)C)=O)C1)C